N1=CC=C(C=C1)C=1N=C(C2=C(N1)C=NC=C2)N2CCC1(CC(NC1)CNS(=O)(=O)C)CC2 N-((8-(2-(pyridin-4-yl)pyrido[3,4-d]pyrimidin-4-yl)-2,8-diazaspiro[4.5]decan-3-yl)methyl)methanesulfonamide